9-methyl-3-[1-(2,2,3,3,3-pentafluoropropyl)-1H-pyrazol-4-yl]-2-(trifluoromethyl)-4H-pyrazino[1,2-a]pyrimidin-4-one CC1=NC=CN2C1=NC(=C(C2=O)C=2C=NN(C2)CC(C(F)(F)F)(F)F)C(F)(F)F